(1R,3S,5R)-2-(2-(4-amino-8-methyl-9H-pyrimido[4,5-b]indol-9-yl)acetyl)-N-(6-bromopyridin-2-yl)-2-azabicyclo[3.1.0]hexane-3-carboxamide NC1=NC=NC=2N(C3=C(C=CC=C3C21)C)CC(=O)N2[C@@H]1C[C@@H]1C[C@H]2C(=O)NC2=NC(=CC=C2)Br